2-(3-propanesulfonyl)-N-methyl-pyridine chloride [Cl-].CCCS(=O)(=O)C1N(C=CC=C1)C